FC(=C(C1=CC=C(C=C1)C)O[Si](C)(C)C)F ((2,2-difluoro-1-(p-tolyl)vinyl)oxy)trimethylsilane